5-(2-fluoro-6-methyl-4-((methylamino)methyl)phenyl)-3-(4-(4-methylpiperazin-1-yl)phenyl)-1H-pyrazolo[4,3-c]pyridazin-6(5H)-one FC1=C(C(=CC(=C1)CNC)C)N1N=C2C(=CC1=O)NN=C2C2=CC=C(C=C2)N2CCN(CC2)C